3-[5-(1,4-Oxazepane-4-carbonyl)-1,3-thiazol-2-yl]pyrazin O1CCN(CCC1)C(=O)C1=CN=C(S1)C=1C=NC=CN1